NC=1C(=NC(=CN1)C1=NC(=CC=C1C(F)(F)F)N1CCC1)C(=O)NC1=NC=CC=C1N1CCC(CC1)N 3-Amino-N-(3-(4-aminopiperidin-1-yl)pyridin-2-yl)-6-(6-(azetidin-1-yl)-3-(trifluoromethyl)pyridin-2-yl)pyrazin-2-carboxamid